N-(3-(N-cyclohexylsulfamoyl)phenyl)-2-(6-azaspiro[2.5]octan-6-yl)nicotinamide C1(CCCCC1)NS(=O)(=O)C=1C=C(C=CC1)NC(C1=C(N=CC=C1)N1CCC2(CC2)CC1)=O